O=C1NC(CCC1N1C(C2=CC=C(C=C2C1=O)N1CC(C1)OCCOCCOC1CC(C1)OC1=NC=C(C=C1)C=1C=CC=2C3=C(N(C2C1)C)C=CN=C3)=O)=O 2-(2,6-dioxopiperidin-3-yl)-5-(3-(2-(2-((1r,3r)-3-((5-(5-methyl-5H-pyrido[4,3-b]indol-7-yl)pyridin-2-yl)oxy)cyclobutoxy)ethoxy)ethoxy)azetidin-1-yl)isoindoline-1,3-dione